1-(tert-butyl)-4-(3-methylphenoxy)-N-(4-(5-(trichloromethyl)-1,2,4-oxadiazol-3-yl)phenethyl)-1H-pyrazole-5-carboxamide C(C)(C)(C)N1N=CC(=C1C(=O)NCCC1=CC=C(C=C1)C1=NOC(=N1)C(Cl)(Cl)Cl)OC1=CC(=CC=C1)C